N-({imidazo[1,2-a]pyridin-2-yl}methyl)-4-oxo-4H-pyrido[1,2-a]pyrimidine-2-carboxamide N=1C(=CN2C1C=CC=C2)CNC(=O)C=2N=C1N(C(C2)=O)C=CC=C1